ethyl 5-amino-1H-imidazole-2-carboxylate NC1=CN=C(N1)C(=O)OCC